C(C)(C)(C)OC(NN1C(=CC(=C1)Br)C(N)=O)=O (4-bromo-2-carbamoyl-1H-pyrrol-1-yl)carbamic acid tert-butyl ester